OC1=CC=C(C=C1)NC(C#C)=O N-(4-hydroxyphenyl)prop-2-ynamide